C(=O)(O)CNCCN(CC(=O)O)CC(=O)O tris-(carboxymethyl)-ethylenediamine